CN1C=CC=2C1=CN=C(C2)CC(=O)N (1-methyl-1H-pyrrolo[2,3-c]pyridin-5-yl)acetamide